FC(CC=1C=C(N)C=CC1)(F)F 3-(2,2,2-trifluoroethyl)aniline